C1(=CC=C(C=C1)CN1CCC(CC1)C=1C=C2CN(C(C2=CC1)=O)C1C(NC(CC1)=O)=O)C1=CC=CC=C1 3-(5-(1-([1,1'-biphenyl]-4-ylmethyl)piperidin-4-yl)-1-oxoisoindolin-2-yl)piperidine-2,6-dione